(4R,5R)-2-(8-phenoxyimidazo[1,2-a]pyridin-2-yl)-4,5-diphenyl-4,5-dihydrooxazole O(C1=CC=CC=C1)C=1C=2N(C=CC1)C=C(N2)C=2O[C@@H]([C@H](N2)C2=CC=CC=C2)C2=CC=CC=C2